O1CCOCC1 oxoxan